1-(4-([1,1'-biphenyl]-4-ylmethyl)piperazin-1-yl)-3-(3,5-dimethyl-1-(3-methyl-[1,2,4]triazolo[4,3-b]pyridazin-6-yl)-1H-pyrazol-4-yl)propan-1-one C1(=CC=C(C=C1)CN1CCN(CC1)C(CCC=1C(=NN(C1C)C=1C=CC=2N(N1)C(=NN2)C)C)=O)C2=CC=CC=C2